N1C(=CC2=CC=CC=C12)C=1N(N=C2CN(CCC21)C(=O)C=2C=C1C=CC=NC1=CC2)C (3-(1H-indol-2-yl)-2-methyl-2,4,5,7-tetrahydro-6H-pyrazolo[3,4-c]pyridin-6-yl)(quinolin-6-yl)methanone